C(C1=CC=CC=C1)OC1=NC(=CC(=C1CCl)SC)C 2-(benzyloxy)-3-(chloromethyl)-6-methyl-4-(methylthio)pyridine